N-(4-(benzylsulfanyl)phenyl)-2-(4-fluorobenzamido)-2,3-dihydro-1H-indene-2-carboxamide C(C1=CC=CC=C1)SC1=CC=C(C=C1)NC(=O)C1(CC2=CC=CC=C2C1)NC(C1=CC=C(C=C1)F)=O